C(C1CC(C(C(C1)C(C)(CCC)C)N)C(C)(CCC)C)C1CC(C(C(C1)C(C)(CCC)C)N)C(C)(CCC)C 4,4'-methylenebis(2,6-bis(2-methylpent-2-yl)cyclohexylamine)